FC1=C(C=CC(=C1)F)C(C)N1[C@@H](CN(CC1)C1=C(C(N(C=2C=CC(=NC12)C#N)C)=O)C#N)C 8-[(3R)-4-[1-(2,4-difluorophenyl)ethyl]-3-methylpiperazin-1-yl]-5-methyl-6-oxo-5,6-dihydro-1,5-naphthyridine-2,7-dicarbonitrile